C(CCCCCCCCCCCCCCC)N1C(=C(C(C=C1)=O)OCC1=CC=CC=C1)C#N N-hexadecyl-2-cyano-3-benzyloxypyridin-4-one